dodecanedioyl-diamide C(CCCCCCCCCCC(=O)[NH-])(=O)[NH-]